C(C)(=O)C=1C=C(C=C2C(N(C(=NC12)[C@H]1COCC1)C1CC1)=O)F 8-acetyl-3-cyclopropyl-6-fluoro-2-[(3S)-tetrahydrofuran-3-yl]quinazolin-4-one